(5-methoxy-2-thienyl)-[5-methyl-2-(2-pyridyl)-7,8-dihydro-5H-pyrido[4,3-d]pyrimidin-6-yl]methanone COC1=CC=C(S1)C(=O)N1C(C2=C(N=C(N=C2)C2=NC=CC=C2)CC1)C